iron-silicon carbon [C].[Si].[Fe]